CN(C1=NC2=CC=C(C=C2C=C1)N)C N2,N2-dimethylquinoline-2,6-diamine